N2-(Furan-2-ylmethyl)-7-(4-(pyrrolidin-1-ylmethyl)benzyl)imidazo[2,1-f][1,2,4]triazin-2,4-diamin O1C(=CC=C1)CNC1=NN2C(C(=N1)N)=NC=C2CC2=CC=C(C=C2)CN2CCCC2